(S)-1-(5,6-dimethylpyridin-3-yl)-3-(isoquinolin-4-yl)-2-oxoimidazoline-4-carbonitrile CC=1C=C(C=NC1C)N1C(N([C@@H](C1)C#N)C1=CN=CC2=CC=CC=C12)=O